N-(3-carbamoyl-4-fluoro-phenyl)-2-fluoro-6-[2-(tridecylmethoxy)-4-(trifluoromethoxy)phenoxy]-3-(trifluoromethyl)benzamide C(N)(=O)C=1C=C(C=CC1F)NC(C1=C(C(=CC=C1OC1=C(C=C(C=C1)OC(F)(F)F)OCCCCCCCCCCCCCC)C(F)(F)F)F)=O